2-(7-fluoro-3,4-dihydro-1H-2-benzopyran-6-yl)-4,4,5,5-tetramethyl-1,3,2-dioxaborolane FC1=CC2=C(CCOC2)C=C1B1OC(C(O1)(C)C)(C)C